[Si](C)(C)(C(C)(C)C)OCC1=NC2=CC=C(C=C2C(=C1)N1CCN(CC1)C(C)=O)C(=O)N1CCOCC1 1-(4-(2-(((tert-butyl-dimethylsilyl)oxy)methyl)-6-(morpholine-4-carbonyl)quinolin-4-yl)piperazin-1-yl)ethan-1-one